NCC1=NC=CC(=C1)C1=CSC=2C1=NC(=CC2)NC2=NN(C=C2C)C 3-(2-(aminomethyl)pyridin-4-yl)-N-(1,4-dimethyl-1H-pyrazol-3-yl)thieno[3,2-b]pyridin-5-amine